C(CCCCC)OCC(C)OCC(C)N 1-((1-Hexyloxypropan-2-yl)oxy)-propan-2-amin